N-((3-nitro-4-(((tetrahydro-2H-pyran-4-yl)methyl)amino)phenyl)sulfonyl)-4'-oxo-2',3',4',5'-tetrahydro-[1,1'-biphenyl]-4-carboxamide [N+](=O)([O-])C=1C=C(C=CC1NCC1CCOCC1)S(=O)(=O)NC(=O)C1=CC=C(C=C1)C=1CCC(CC1)=O